2-(4-fluoro-3-nitrophenyl)-2-methylpropanenitrile FC1=C(C=C(C=C1)C(C#N)(C)C)[N+](=O)[O-]